COC=1C=C(C=C(C1)C)C1CC2(C1)CCN(CC2)C(=O)OC(C)(C)C tert-butyl 2-(3-methoxy-5-methylphenyl)-7-azaspiro[3.5]nonane-7-carboxylate